9-(((2S,3S,4S)-3-ethyl-4-fluoro-5-oxopyrrolidin-2-yl)methoxy)-2-(2-hydroxypropan-2-yl)imidazo[1,2-a]quinoline-4-carboxamide C(C)[C@H]1[C@H](NC([C@H]1F)=O)COC=1C=CC=C2C=C(C=3N(C12)C=C(N3)C(C)(C)O)C(=O)N